4-[[3-(4-methoxyphenyl)imidazo[1,2-a]pyrazin-8-yl]amino]-N,2-dimethyl-N-(1-methylpiperidin-4-yl)benzamide COC1=CC=C(C=C1)C1=CN=C2N1C=CN=C2NC2=CC(=C(C(=O)N(C1CCN(CC1)C)C)C=C2)C